BrC=1C=CC(=C(C1)NC(=O)NC1=CC(=CC=C1)Br)C(=O)NN 1-(5-bromo-2-hydrazinocarbonylphenyl)-3-(3-bromophenyl)-urea